(1S,3S)-3-(4-amino-3-(4-(2-fluoro-3-methoxyphenoxy)phenyl)-1H-pyrazolo[3,4-d]pyrimidin-1-yl)cyclohexanol NC1=C2C(=NC=N1)N(N=C2C2=CC=C(C=C2)OC2=C(C(=CC=C2)OC)F)[C@@H]2C[C@H](CCC2)O